CC1(CC=2NC(=CC2CO1)C(=O)OCC)C ethyl 6,6-dimethyl-1,4,6,7-tetrahydropyrano[4,3-b]pyrrole-2-carboxylate